(2R)-2-Amino-4,4-dimethyl-N-[4-(2-methyl-1H-pyrrolo[2,3-b]pyridin-4-yl)phenyl]pentanamide N[C@@H](C(=O)NC1=CC=C(C=C1)C1=C2C(=NC=C1)NC(=C2)C)CC(C)(C)C